N-(4-(2-chloro-4,4-dimethyl-4,5,6,8-tetrahydro-7H-thieno[2,3-c]azepin-7-yl)-2,6-dimethylphenyl)-3,3-dimethylbutyramide ClC1=CC2=C(CN(CCC2(C)C)C2=CC(=C(C(=C2)C)NC(CC(C)(C)C)=O)C)S1